ClC(C1=NC(=NO1)C1=CC=C(C=C1)P(OCC)(=O)NC1=CC(=CC=C1)F)(F)F ethyl P-(4-(5-(chlorodifluoromethyl)-1,2,4-oxadiazol-3-yl)phenyl)-N-(3-fluorophenyl)phosphonamidate